C1(=CC=CC=C1)P(OC1=CC=C(C=C1)C(C)(C)C)(OC1=CC=C(C=C1)C(C)(C)C)=O di(4-tert-butylphenyl) phenylphosphonate